C(CC)(=O)OCOC1=C2N(N=CC1=O)[C@H]([C@@H]1N(C2=O)CCC1)[C@H](C1=CC=CC=C1)C1=C(C(=CC=C1)F)F (((9aR,10S)-10-((R)-(2,3-difluorophenyl)(phenyl)methyl)-3,5-dioxo-3,5,8,9,9a,10-hexahydro-7H-pyrrolo[1',2':4,5]pyrazino[1,2-b]pyridazin-4-yl)oxy)methyl propionate